N-(2,2-difluoroethyl)-5-fluoro-2-[1-fluoro-6-(1-{6-[(2-methoxyethyl)(methyl)amino]-2-methylhexane-3-yl}azetidin-3-yl)-3-methylimidazo[1,5-a]pyridin-8-yl]-N-(isopropyl)benzamide FC(CN(C(C1=C(C=CC(=C1)F)C=1C=2N(C=C(C1)C1CN(C1)C(C(C)C)CCCN(C)CCOC)C(=NC2F)C)=O)C(C)C)F